BrC=1C=C2CCNC(C2=C(C1)F)=O 6-bromo-8-fluoro-3,4-dihydro-2H-isoquinolin-1-one